5,5-Dimethyl-3-phenylimidazolidine-2,4-dione CC1(C(N(C(N1)=O)C1=CC=CC=C1)=O)C